[N+](=O)([O-])C=1C=C2C=3C=C(C=CC3N(C2=CC1)CC(CCCC)CC)C(C1=C(C=CC=C1)F)=O 6-nitro-3-(2-fluorobenzoyl)-9-(2-ethylhexyl)carbazole